C(C)(C)(C)OC(=O)N1CC(C1)CC=1N(C2=C(C=NC=3C=CC(=CC23)C#N)N1)[C@H]1C[C@H](OCC1)C 3-((8-Cyano-1-((2R,4R)-2-methyltetrahydro-2H-pyran-4-yl)-1H-imidazo[4,5-C]quinolin-2-yl)methyl)azetidine-1-carboxylic acid tert-butyl ester